N-ethyl-2-(isopropyl)-5-methylcyclohexanecarboxamide C(C)NC(=O)C1C(CCC(C1)C)C(C)C